C1(CC1)CN1N=C(C(=C1N(C(OC(C)(C)C)=O)C1=NC=NC(=C1)N1N=C(C(=C1C)NCC)C)C)C1=CC=C(C=C1)F tert-butyl [1-(cyclopropylmethyl)-3-(4-fluorophenyl)-4-methyl-1H-pyrazol-5-yl]{6-[4-(ethylamino)-3,5-dimethyl-1H-pyrazol-1-yl]pyrimidin-4-yl}carbamate